BrC=1C=C(C=CC1F)C(C(=O)O)C (3-bromo-4-fluoro-phenyl)propanoic acid